rac-4-Methoxybenzyl-6-((triethylsilyl)oxy)-1,2,3,6-tetrahydro-[1,1'-biphenyl]-1-carboxylat COC1=CC=C(COC(=O)C2(CCC=CC2O[Si](CC)(CC)CC)C2=CC=CC=C2)C=C1